tert-butyl 3-(5-amino-3-chloropyridin-2-yl)-2,5-dihydropyrrole-1-carboxylate NC=1C=C(C(=NC1)C=1CN(CC1)C(=O)OC(C)(C)C)Cl